NC1=NN2C(C(=CC(=C2)C=2C(=CC(=C(C(=O)OC)C2)F)C)N2CCOCC2)=N1 methyl 5-[2-amino-8-(morpholin-4-yl)-[1,2,4]triazolo[1,5-a]pyridin-6-yl]-2-fluoro-4-methylbenzoate